7-DEAZAPURIN N1=CN=C2N=CCC2=C1